cis-N-((5-bromopyridin-2-yl)methyl)-1-isobutyryl-6-methyl-4-(phenylsulfonyl)piperazine-2-carboxamide BrC=1C=CC(=NC1)CNC(=O)[C@@H]1N([C@@H](CN(C1)S(=O)(=O)C1=CC=CC=C1)C)C(C(C)C)=O